B(O)O.N1N=CC=C1 Pyrazole boronate